C(C)(C)C=1C=C(C=C(C1)C)C 5-isopropyl-meta-xylene